7-(4-((1H-1,2,4-triazol-1-yl)methyl)benzyl)-2-butoxyimidazo[2,1-f][1,2,4]triazin-4-amine N1(N=CN=C1)CC1=CC=C(CC2=CN=C3C(=NC(=NN32)OCCCC)N)C=C1